2,3,3-Trideuterioprop-2-enoic acid chloride [2H]C(C(=O)Cl)=C([2H])[2H]